FC(C(=O)[O-])(F)F.O=C1N(C(CC1)=O)CCOC(=O)OCOC(C(=O)OC1CC2CCC(C1)[N+]21CCCC1)(C1=CC=CC=C1)C1=CC=CC=C1 3-(2-((((2-(2,5-Dioxopyrrolidin-1-yl)ethoxy)carbonyl)oxy)methoxy)-2,2-diphenylacetoxy)spiro[bicyclo[3.2.1]octane-8,1'-pyrrolidin]-8-ium 2,2,2-trifluoroacetate